C1(CC1)C1=NC2=CC=C(C=C2C(=N1)N1CC2=CC=CC(=C2CC1)OC)N(C)C(C)O {[2-cyclopropyl-4-(5-methoxy-3,4-dihydro-1H-isoquinolin-2-yl)-quinazolin-6-yl]-methyl-amino}-ethanol